N1C(NCC2=CC=CC=C12)=O 1,4-dihydroquinazolin-2-one